NCCN(CCN1C=CC=C1)C 1-[2-[2-aminoethyl(methyl)amino]ethyl]pyrrole